C(C)(C)(C)OC(NC1=NC(=C(C=C1)NC1CCC1)C)=O (5-(cyclobutylamino)-6-methylpyridin-2-yl)carbamic acid tertButyl ester